BrC=1C(=C(C=CC1)N1N=NN(C1=O)C([2H])([2H])[2H])COC1=NN(C=C1)C1=CC=C(C=C1)Cl 1-(3-bromo-2-{[1-(p-chlorophenyl)-3-pyrazolyloxy]methyl}phenyl)-4-[(2H3)methyl]-1,4-dihydro-5-tetraazolone